(4-(5-(2-(4,4-difluoropiperidin-1-yl)-6-methylpyridin-4-yl)-1,3,4-oxadiazol-2-yl)-3-(6-azaspiro[2.5]oct-6-yl)phenyl)-1-hydroxypropane-2-sulfonamide FC1(CCN(CC1)C1=NC(=CC(=C1)C1=NN=C(O1)C1=C(C=C(C=C1)C(C(C)S(=O)(=O)N)O)N1CCC2(CC2)CC1)C)F